6-(1H-pyrazol-5-yl)pyridineamide N1N=CC=C1C1=CC=CC(=N1)C(=O)N